C(#N)C=1C=C(C=CC1)C=1N=C(SC1C1=CC(=NC(=C1)C)C(C)(C)O)NC(=O)N1CC2(COC2)C1 N-[4-(3-cyanophenyl)-5-[2-(1-hydroxy-1-methyl-ethyl)-6-methyl-4-pyridyl]thiazol-2-yl]-2-oxa-6-azaspiro[3.3]heptane-6-carboxamide